C(C1=CC=CC=C1)N1C2=C(OCC1)C=C(C(=C2Br)Cl)Cl 4-benzyl-5-bromo-6,7-dichloro-3,4-dihydro-2H-benzo[b][1,4]oxazine